3-(trifluoromethoxy)aniline FC(OC=1C=C(N)C=CC1)(F)F